ClC1=CC2=C(S1)[C@]1(C[C@H](NCC1)C=1N=NN(C1)C)OCC2OC (2'S,7S)-2-chloro-4-methoxy-2'-(1-methyltriazol-4-yl)spiro[4,5-dihydrothieno[2,3-c]pyran-7,4'-piperidine]